ammonium trifluoroacetate FC(C(=O)[O-])(F)F.[NH4+]